C(CCCCC(=O)OC(CCCCCC)CCCCCC)(C(=O)OCC1=CC=CC=C1)C(=O)OCC1=CC=CC=C1 1,1-dibenzyl 5-(tridecan-7-yl) pentane-1,1,5-tricarboxylate